potassium-antimony [Sb].[K]